ClC=1C=C(C=C(C1)Cl)NC(NC1=C(C(=O)NCCN)C=CC(=C1)F)=O 2-[3-(3,5-dichlorophenyl)ureido]-4-fluoro-N-(2-amino-ethyl)benzamide